ClC1=C(C(=O)N2CC(C=CC2)C)C(=CN=C1)Cl 1-(3,5-dichloroisonicotinoyl)-3-methyl-1,2,3,6-tetrahydropyridin